4-(TRIFLUOROVINYLOXYPHENYL)BORONIC ACID B(C1=CC=C(C=C1)OC(=C(F)F)F)(O)O